4-methylpyridazin-3-ol CC1=C(N=NC=C1)O